2-(4-((2,5-Dioxo-3-(4-(trifluoromethyl)phenyl)imidazolin-1-yl)methyl)-2,6-difluorophenoxy)-2-methylpropionic acid O=C1N(C(CN1C1=CC=C(C=C1)C(F)(F)F)=O)CC1=CC(=C(OC(C(=O)O)(C)C)C(=C1)F)F